3-(7-methoxy-2,3-dihydrobenzofuran-5-yl)-5-(4-methylphenyl)isoxazoline COC1=CC(=CC=2CCOC21)C2=NOC(C2)C2=CC=C(C=C2)C